(R)-N-(1-(3-amino-5-(trifluoromethyl)phenyl)ethyl)-6-((1,3-dimethoxypropan-2-yl)oxy)-7-methoxy-2-methylquinazolin-4-amine NC=1C=C(C=C(C1)C(F)(F)F)[C@@H](C)NC1=NC(=NC2=CC(=C(C=C12)OC(COC)COC)OC)C